C(C)(=O)N1[C@H](CCC2=CC(=CC=C12)C1=CC=C(CCNC(=O)C2=C(C=3N=C(N=C(C3S2)N2CCOCC2)Cl)C)C=C1)C (S)-N-(4-(1-acetyl-2-methyl-1,2,3,4-tetrahydroquinolin-6-yl)phenethyl)-2-chloro-7-methyl-4-morpholinothieno[3,2-d]pyrimidine-6-carboxamide